C1(=C(C=CC2=CC=CC=C12)OC1=C(C=C(C(=O)O)C=C1)C1=CC=CC2=CC=CC=C12)C1=C(C=CC2=CC=CC=C12)OC1=C(C=C(C(=O)O)C=C1)C1=CC=CC2=CC=CC=C12 4,4'-[[1,1'-binaphthalene]-2,2'-diylbis(oxy)]bis[3-(naphthalen-1-yl)benzoic acid]